(2S)-N-{1-cyano-2-[2-(3-methyl-2-oxo-1,3-benzoxazol-5-yl)-1-benzothiophen-6-yl]ethyl}-1,4-oxazepane-2-carboxamide C(#N)C(CC1=CC2=C(C=C(S2)C=2C=CC3=C(N(C(O3)=O)C)C2)C=C1)NC(=O)[C@H]1OCCCNC1